C(C)(C)(C)OC(=O)NCC1=CC=C(C=C1)NC(=O)C1=CC2=C(NCCC3=C2SC=C3)C=C1C=1C(=NC(=CC1)C(NCCC)=O)C(=O)OC methyl 3-(9-((4-(((tert-butoxycarbonyl)amino)methyl)phenyl)carbamoyl)-5,6-dihydro-4H-benzo[b]thieno[2,3-d]azepin-8-yl)-6-(propylcarbamoyl)picolinate